C(N)(OC1=C(N=NN1C)C1=NC(=C(C=C1)S(=O)(=O)C)F)=O 4-(6-fluoro-5-(methylsulfonyl) pyridin-2-Yl)-1-methyl-1H-1,2,3-triazol-5-yl carbamate